O=C1NC=2N(C3=C1C=CC(=N3)C(F)(F)F)N=C(C2)C(=O)OCC ethyl 5-oxo-8-(trifluoromethyl)-4,5-dihydropyrazolo[1,5-a]pyrido[3,2-e]pyrimidine-2-carboxylat